10-tridecylamine CCCCCCCCCC(CCC)N